ClC1=CC=C(C=C1)C1(CC1)C(=O)NC1C2CCC(CCC1)N2C(=O)OC(C)(C)C tert-butyl 2-[1-(4-chlorophenyl)cyclopropaneamido]-9-azabicyclo[4.2.1]nonane-9-carboxylate